3,5-dichloro-salicylaldehyde ClC1=C(C(C=O)=CC(=C1)Cl)O